4-(chloromethyl)-1-(2,4-difluorophenyl)-1H-pyrazole ClCC=1C=NN(C1)C1=C(C=C(C=C1)F)F